CN(CCNC(C1=CN=C(C=C1)[124I])=O)C N-(2-(dimethylamino)ethyl)-6-[124I]iodonicotinamide